C[C@H]1C2CC[C@H]3[C@@H]4CC[C@H]([C@@H](C=C[C@@H](CC)C(C)C)C)[C@]4(CC[C@@H]3[C@]2(CC[C@H]1O)C)C (3α,4α)-4-methyl-stigmast-22-en-3-ol